C(C)(C)NC1=NC(=NC=C1C(=O)N)N[C@@H]1CC=2C=CN=CC2CC1 (S)-4-(isopropylamino)-2-(5,6,7,8-tetrahydroisoquinolin-6-ylamino)pyrimidine-5-carboxamide